NC1=NC2=C(N1CCC1=CC=C(C=C1)P(O)(O)=O)C=CC(=C2)C#N (4-(2-(2-amino-5-cyano-1H-benzo[d]imidazol-1-yl)ethyl)phenyl)phosphonic acid